BrC1=C(C=C(C(=O)N2CC=3N(CC2)C(N(C3C(=O)NCC3=CC=C(C=C3)N3C=NC=C3)C3=CC=C(C=C3)OCC(F)(F)F)=O)C=C1)Cl 7-(4-bromo-3-chloro-benzoyl)-N-[(4-imidazol-1-ylphenyl)methyl]-3-oxo-2-[4-(2,2,2-trifluoroethoxy)phenyl]-6,8-dihydro-5H-imidazo[1,5-a]pyrazine-1-carboxamide